NC1=NC=C(C(=N1)OC)OC 2-amino-4,5-dimethoxypyrimidine